6-(4-amino-2-bromo-6-chlorophenoxy)-4-bis(trideuteromethyl)methylpyridazin-3(2H)-one NC1=CC(=C(OC=2C=C(C(NN2)=O)C(C([2H])([2H])[2H])C([2H])([2H])[2H])C(=C1)Cl)Br